C(C(C)C)SC1=CC=C(C=C1)B(O)O 4-(ISOBUTYLTHIO)PHENYLBORONIC ACID